3-(benzyl(2-(5-bromothiophen-2-yl)-2-hydroxyethyl)amino)-2,2-difluoropropan-1-ol C(C1=CC=CC=C1)N(CC(CO)(F)F)CC(O)C=1SC(=CC1)Br